3,3-Difluoropropan-1-amine FC(CCN)F